BrCCC=CCCBr 1,6-dibromohex-3-ene